2-(6-azaspiro[2.5]octane-6-carbonyl)-3-[3-(trifluoromethyl)pyrazol-1-yl]benzonitrile C1CC12CCN(CC2)C(=O)C2=C(C#N)C=CC=C2N2N=C(C=C2)C(F)(F)F